benzyl (2S,3R)-3-(benzyloxy)-2-(1,6-dioxo-2,7-diazaspiro[3.5]nonan-2-yl)butanoate C(C1=CC=CC=C1)O[C@@H]([C@@H](C(=O)OCC1=CC=CC=C1)N1C(C2(C1)CC(NCC2)=O)=O)C